1H-benzimidazole-4-carboxamide 4-methylbenzenesulfonate CC1=CC=C(C=C1)S(=O)(=O)O.N1C=NC2=C1C=CC=C2C(=O)N